FC1=CC=C(C=C1)NC(=O)C1(CC1)C(=O)N 1-((4-Fluorophenyl)carbamoyl)cyclopropane-1-carboxamide